(S)-8-(2-amino-6-((2-(piperidin-1-yl)benzyl)amino)pyrimidin-4-yl)-2,8-diazaspiro[4.5]decane-3-carboxylic acid NC1=NC(=CC(=N1)N1CCC2(C[C@H](NC2)C(=O)O)CC1)NCC1=C(C=CC=C1)N1CCCCC1